OCCNS(=O)(=O)C1=CC(=C(C=C1)NCC#CC=1N(C2=CC=CC(=C2C1)NC1CCN(CC1)C)CC(F)(F)F)OC N-(2-hydroxyethyl)-3-methoxy-4-((3-(4-((1-methylpiperidin-4-yl)amino)-1-(2,2,2-trifluoroethyl)-1H-indol-2-yl)prop-2-yn-1-yl)amino)benzenesulfonamide